12H-pyrido[2,1-a]beta-carbolin-5-ium C1=CC=C[N+]=2C1=C1NC3=CC=CC=C3C1=CC2